C1(=CC=CC=C1)COC[C@@H]1OC1 (2R)-2-(phenylmethoxymethyl)oxirane